C1NCCC2=C(C=CC=C12)C=1CCN(CC1)C(=O)OC(C)(C)C tert-butyl 4-(1,2,3,4-tetrahydroisoquinolin-5-yl)-3,6-dihydropyridine-1(2H)carboxylate